N-[(1s,4s)-4-{[2-(trifluoromethyl)quinolin-4-yl]amino}cyclohexyl]-2H-chromene-3-carboxamide FC(C1=NC2=CC=CC=C2C(=C1)NC1CCC(CC1)NC(=O)C=1COC2=CC=CC=C2C1)(F)F